C[C@H](C1=CC=CC=C1)N=C=O (R)-(+)-alpha-methylbenzyl isocyanate